5-[[3-chloro-5-[4-[(2,6-difluorophenyl)methyl]-5-oxo-1,2,4-triazol-1-yl]-2-pyridinyl]oxy]-4-methyl-thiazole-2-carboxylic acid methyl ester COC(=O)C=1SC(=C(N1)C)OC1=NC=C(C=C1Cl)N1N=CN(C1=O)CC1=C(C=CC=C1F)F